ClC=1N=C(N=C2CCC12)S(=O)(=O)C 5-chloro-3-(methylsulfonyl)-2,4-diazabicyclo[4.2.0]octa-1,3,5-triene